C1=2C=3C=CC=4CCCC4C3NC(NS(C=3C=CN(CCOCCOC(=NC=C1)C2)N3)(=O)=O)=O 21,24-Dioxa-14λ6-thia-11,13,18,26,30-pentaazapentacyclo[23.3.1.115,18.02,10.05,9]-triaconta-1(29),2(10),3,5(9),15(30),16,25,27-octaene-12,14,14-trione